COC1=C(C=C(C=C1)C(F)(F)F)C1=NOC(=C1)C(C)(C)O 2-(3-(2-methoxy-5-(trifluoromethyl)phenyl)isoOxazol-5-yl)propan-2-ol